C(C=C)(=O)OCCC=1C(=C(C(C(=O)O)=CC1)C(=O)O)CCO 2-acryloyloxyethyl-2-hydroxyethylphthalic acid